Cl.ClC=1C(=NC2=CC=C(C=C2C1)N1C(NCC1)=O)N1CCNCC1 1-(3-chloro-2-piperazin-1-yl-6-quinolinyl)imidazolidin-2-one hydrochloride